O[C@H](C(=O)O)CC(=O)O.FC=1C=C(C=CC1OC1=C2C(=NC=C1)C=C(S2)C2=NC=C(C=C2)CNCCOC)N(C(=O)C2(CC2)C(=O)N)C2=CC=C(C=C2)F N-(3-fluoro-4-((2-(5-(((2-methoxyethyl)amino)methyl)pyridin-2-yl)thieno[3,2-b]pyridin-7-yl)oxy)phenyl)-N-(4-fluorophenyl)cyclopropane-1,1-dicarboxamide (S)-2-hydroxysuccinate